6-cyclopropyl-1-[2-(dimethylamino)ethyl]-1H-pyrazolo[3,4-b]pyrazin-3-amine C1(CC1)C1=CN=C2C(=N1)N(N=C2N)CCN(C)C